FC(OC[C@@H](C1=CC(=CC=C1)OC(F)F)NC(CC(C)(O)C1(CC1)F)=O)F N-((R)-2-(difluoromethoxy)-1-(3-(difluoromethoxy)phenyl)ethyl)-3-(1-fluorocyclopropyl)-3-hydroxybutanamide